(1S,9S,10S)-3,5-dibromo-4-hydroxy-17-methyl-17-azatetracyclo[7.5.3.01,10.02,7]heptadeca-2(7),3,5-triene BrC=1C=2[C@@]34[C@@H]([C@H](CC2C=C(C1O)Br)N(CC4)C)CCCC3